(R)-5-Fluoropyridin-3-yl 4-(5-chloro-2-(trifluoromethyl)benzyl)-2-methylpiperazine-1-carboxylate ClC=1C=CC(=C(CN2C[C@H](N(CC2)C(=O)OC=2C=NC=C(C2)F)C)C1)C(F)(F)F